C1(CC1)C=1N=CN(C1)C1=CC(=NC=C1N1C[C@H](OCC1)C)C(=O)[O-].[Li+] lithium (R)-4-(4-cyclopropyl-1H-imidazol-1-yl)-5-(2-methylmorpholino)picolinate